1-(tetrahydropyrrol-1-yl)ethan-1-one N1(CCCC1)C(C)=O